F[B-](F)(F)F.C(C)(C)(C)[PH+](C1=CC=C(C=C1)C(C)(C)C)C(C)(C)C di-(tert-butyl)(4-tert-butylphenyl)phosphonium tetrafluoroborate